C(C)(C)N1C=NC(=C1C=1N=C(C=2C(N1)=CN(N2)C)NCC2=CC=C(C=C2)C=2N(C=C(N2)C(F)(F)F)C)C 5-(1-isopropyl-4-methyl-1H-imidazol-5-yl)-2-methyl-N-(4-(1-methyl-4-(trifluoromethyl)-1H-imidazol-2-yl)benzyl)-2H-pyrazolo[4,3-d]pyrimidin-7-amine